CCC(CC)(C1=N[C@H](CO1)C(C)C)C2=N[C@H](CO2)C(C)C (4S,4'S)-(-)-2,2'-(3-Pentylidene)bis(4-isopropyloxazoline)